S(=O)(=O)=[N-] sulfonyl-azanide